C(C)(C)(C)OC(=O)N1C=2C3=CC(=CC=C3C1CC2)OC 4-methoxy-11-azatricyclo[6.2.1.02,7]Undecene-2,4,6-triene-11-carboxylic acid tert-butyl ester